cyclohexane-1,4-dicarboxylic acid di-tert-butyl ester C(C)(C)(C)OC(=O)C1CCC(CC1)C(=O)OC(C)(C)C